ClC1=C(C=CC=C1)S(=O)(=O)NC1=NC(=C(C=C1F)C=1C=C2C=NC(=NC2=C(C1)F)NC1CCC(CC1)N(C)C)C 2-chloro-N-(5-(2-(((1r,4r)-4-(dimethylamino)cyclohexyl)amino)-8-fluoroquinazolin-6-yl)-3-fluoro-6-methylpyridin-2-yl)benzenesulfonamide